C(C)(C)(C)OC(=O)N1C[C@@H](CCC1)NC=1N=NC(=C(C1)C)Cl.S1(C=C(C=C1)C(=O)N)(=O)=O thiophene-3-carboxamide-1,1-dioxide tert-Butyl-(R)-3-((6-chloro-5-methylpyridazin-3-yl)amino)piperidine-1-carboxylate